C1CCC2=C(C=3CCCC3C=C12)NC(=O)O[C@@H](C(=O)O)CC1=NC=CN=C1 (2R)-2-{[(1,2,3,5,6,7-hexahydro-s-indacen-4-yl)carbamoyl]oxy}-3-(pyrazin-2-yl)propionic acid